(di-t-butylphosphinomethyl)4-methoxyphenylamine C(C)(C)(C)P(C(C)(C)C)CNC1=CC=C(C=C1)OC